OC[C@@H](COCCCCCCCCCCCCCCCCCC)OCC1=CC=C(C=N1)C#N 6-[[(1S)-1-(Hydroxymethyl)-2-octadecoxy-ethoxy]methyl]pyridine-3-carbonitrile